[Cl-].N(=[N+]=[N-])CCCOCCC[P+](C1=CC=CC=C1)(C1=CC=CC=C1)C1=CC=CC=C1 (3-(3-azidopropoxy)propyl)triphenylphosphonium chloride